tert-butyl 2-[6-(5-chloro-2-fluorophenyl)-4-({2-[3-(4-methylpiperazin-1-yl)propanamido]pyridin-4-yl}amino)pyridazin-3-yl]azetidine-1-carboxylate ClC=1C=CC(=C(C1)C1=CC(=C(N=N1)C1N(CC1)C(=O)OC(C)(C)C)NC1=CC(=NC=C1)NC(CCN1CCN(CC1)C)=O)F